NC1=CC=C(C=N1)S(=O)(=O)NC=1C=C(C=CC1)C1=CC=C(C=C1)[C@H]1[C@@H](C1)N(C(OC(C)(C)C)=O)C1CCC(CC1)NC(=O)OC(C)(C)C tert-butyl ((trans)-2-(3'-(6-aminopyridine-3-sulfonamido)-[1,1'-biphenyl]-4-yl)cyclopropyl)(4-((tert-butoxycarbonyl) amino)cyclohexyl)carbamate